COCCOC(C(C(C(=O)OCCOC)C(C)C)(C#N)C(C)C)=O 2,3-diisopropyl-2-cyanosuccinic acid 1,4-bis-(2-methoxyethyl) ester